ClC=1N=C(C2=C(N1)SC=N2)OCCC2=C(NC1=CC=C(C=C21)F)C 5-Chloro-7-(2-(5-fluoro-2-methyl-1H-indol-3-yl)ethoxy)thiazolo[5,4-d]pyrimidine